C(C)C1=C(C=C(C=C1)C(N[C@H](CO)CCOC(F)(F)F)=O)NC(=O)C1=CN=CS1 N-(2-ethyl-5-{[(2S)-1-hydroxy-4-(trifluoromethoxy)butan-2-yl]carbamoyl}phenyl)-1,3-thiazole-5-carboxamide